The molecule is a N-acylsphingosine 1-phosphate in which the N-acyl group is specified as acetyl. It derives from a N-acetylsphingosine. It is a conjugate acid of a N-acetylsphingosine 1-phosphate(2-). CCCCCCCCCCCCC/C=C/[C@H]([C@H](COP(=O)(O)O)NC(=O)C)O